(R)-7-isopropoxy-1-(piperidin-3-yloxy)-4-(1-(2-(tetrahydro-2H-pyran-4-yl)ethyl)-1H-pyrazol-4-yl)isoquinoline-6-carboxamide C(C)(C)OC1=C(C=C2C(=CN=C(C2=C1)O[C@H]1CNCCC1)C=1C=NN(C1)CCC1CCOCC1)C(=O)N